1-methyl-5-(4,4,5,5-tetramethyl-1,3,2-dioxaborolane-2-yl)-1H-pyrazolo[3,4-b]pyridine CN1N=CC=2C1=NC=C(C2)B2OC(C(O2)(C)C)(C)C